2-Bromo-1-(3,5-difluoro-2-pyridyl)ethanone BrCC(=O)C1=NC=C(C=C1F)F